O1C=C(C=C1)C(C)N 1-(furan-3-yl)ethan-1-amine